3-[5-(4-bromophenyl)-1-[2-(trifluoromethyl)phenyl]pyrrol-2-yl]-N-[2-(dimethylamino)ethyl]-N-methyl-benzamide hydrochloride Cl.BrC1=CC=C(C=C1)C1=CC=C(N1C1=C(C=CC=C1)C(F)(F)F)C=1C=C(C(=O)N(C)CCN(C)C)C=CC1